[Pd](Cl)Cl.C1(=CC=CC=C1)P([C-]1C=CC=C1)C1=CC=CC=C1.[C-]1(C=CC=C1)P(C1=CC=CC=C1)C1=CC=CC=C1.[Fe+2] 1,1'-di(Diphenylphosphino)ferrocene palladium(II) dichloride